1-(1-acetyl-piperidin-4-yl)-9-(1-isopropyl-1H-indazol-5-yl)-8-(1-methyl-1H-pyrazol-4-yl)-1,3,4,7-tetrahydro-2H-pyrrolo[3',2':5,6]pyrido[4,3-d]pyrimidin-2-one C(C)(=O)N1CCC(CC1)N1C(NCC2=C1C1=C(N=C2)NC(=C1C=1C=C2C=NN(C2=CC1)C(C)C)C=1C=NN(C1)C)=O